C(C1=CC=CC=C1)OC1=C(C(=O)N2CC3=C(C=CC=C3CC2)N[C@@H]2CN(CC2)C(CCCOC)=O)C(=CC(=C1)OCOC)OCOC (S)-1-(3-((2-(2-(benzyloxy)-4,6-bis(methoxymethoxy)benzoyl)-1,2,3,4-tetrahydroisoquinolin-8-yl)amino)pyrrolidin-1-yl)-4-methoxybutan-1-one